C(C=C)(=O)N1C[C@@H](CC1)N1C(N(C=2C=NC=CC21)C2=CC(=C(C=C2)OC2=CC(=CC=C2)OC)Cl)=O (R)-1-(1-acryloylpyrrolidin-3-yl)-3-(3-chloro-4-(3-methoxyphenoxy)phenyl)-1H-imidazo[4,5-c]pyridin-2(3H)-one